N,N-bis(methoxymethyl)ethylamine COCN(COC)CC